4-[(3-fluorophenyl)sulfonyl]-N-[(naphthalen-2-yl)methyl]-1-(thiophene-2-carbonyl)piperazine-2-carboxamide FC=1C=C(C=CC1)S(=O)(=O)N1CC(N(CC1)C(=O)C=1SC=CC1)C(=O)NCC1=CC2=CC=CC=C2C=C1